(E)-4-methyl-N-(phenylmethylene)-aniline CC1=CC=C(/N=C/C2=CC=CC=C2)C=C1